ClCC=1C=C(C=C(C1O)CCl)CCCCCCCC (3,5-dichloromethyl-4-hydroxyphenyl)octane